C(C)(C)(C)C(=O)C(C)(C)C ditert-butyl ketone